2-ethoxy-4,5-difluoro-benzenesulfonamide C(C)OC1=C(C=C(C(=C1)F)F)S(=O)(=O)N